NC(/C=C/C12CCC(CC1)(CC2)C(=O)OCC2=CC=CC=C2)=O Benzyl (E)-4-(3-amino-3-oxoprop-1-en-1-yl)bicyclo[2.2.2]octane-1-carboxylate